N-(3-(2-aminoquinazolin-6-yl)-2,4-difluorophenyl)-4-fluoro-3-methoxybenzenesulfonamide NC1=NC2=CC=C(C=C2C=N1)C=1C(=C(C=CC1F)NS(=O)(=O)C1=CC(=C(C=C1)F)OC)F